2,4,7,11-tetraazatricyclo[7.4.0.03,7]trideca-1,3,5,8-tetraene, trifluoroacetic acid salt FC(C(=O)O)(F)F.C12=NC3=NC=CN3C=C2CNCC1